(R)-4-(4-(4-((1-(3-(difluoromethyl)-2-fluorophenyl)ethyl)amino)-2-methylquinolin-6-yl)-1,2,3,6-tetrahydropyridine-1-carbonyl)piperidine-1-carboxylic acid tert-butyl ester C(C)(C)(C)OC(=O)N1CCC(CC1)C(=O)N1CCC(=CC1)C=1C=C2C(=CC(=NC2=CC1)C)N[C@H](C)C1=C(C(=CC=C1)C(F)F)F